5-(5-fluoro-2-methyl-4-nitrophenoxy)-1-methyl-1,2,3-benzotriazole FC=1C(=CC(=C(OC2=CC3=C(N(N=N3)C)C=C2)C1)C)[N+](=O)[O-]